OC1=C(C(=CC(=C1)C(F)(F)F)C)C1=CC=C(N=N1)N[C@@H]1C[C@H](CN(C1)C)O (3R,5R)-5-((6-(2-hydroxy-6-methyl-4-(trifluoromethyl)phenyl)pyridazin-3-yl)amino)-1-methylpiperidin-3-ol